FC=1C=CC=C2C(CC=NC12)=O 8-fluoro-4-oxo-3H-quinoline